The molecule is a C-nitro compound comprising trans-cinnamic acid having a nitro group at position 3 on the phenyl ring. It derives from a trans-cinnamic acid. C1=CC(=CC(=C1)[N+](=O)[O-])/C=C/C(=O)O